tert-butyl {[(2R)-6-(benzyloxy)-8-fluoro-7-(1,1,4-trioxo-1λ6,2,5-thiadiazolidin-2-yl)-1,2,3,4-tetrahydronaphthalen-2-yl]methyl}carbamate C(C1=CC=CC=C1)OC=1C=C2CC[C@H](CC2=C(C1N1S(NC(C1)=O)(=O)=O)F)CNC(OC(C)(C)C)=O